C(C)(=O)[O-].IC=1C=[N+](C=CC1)C 3-iodo-1-methylpyridinium acetate